C(#N)CC1(CC1)NC(C1=CC(=C(C=C1)N1CCN(CC1)CC1=CC=2C3=C(N(C(NC3=C1F)=O)CC)N=CN2)C)=O N-(1-(cyanomethyl)cyclopropyl)-4-(4-((3-ethyl-9-fluoro-2-oxo-2,3-dihydro-1H-pyrimido[4,5,6-de]quinazolin-8-yl)methyl)piperazin-1-yl)-3-methylbenzamide